Pyridazine-4-carboxylic acid 7-[4-(4-benzo[b]thiophen-4-ylpiperazin-1-yl)butoxy]-2-oxo-2H-quinolin-1-ylmethyl ester S1C2=C(C=C1)C(=CC=C2)N2CCN(CC2)CCCCOC2=CC=C1C=CC(N(C1=C2)COC(=O)C2=CN=NC=C2)=O